NC=1C=C(C=C(C1)F)NC1CS(CC1)(=O)=O 3-((3-amino-5-fluorophenyl)amino)tetrahydrothiophene 1,1-dioxide